(3R,5R,7R)-N-(8-(4-(4-((8-(3-(cyclopropanecarboxamido)phenyl)-5-methyl-7-oxo-7,8-Dihydropyrido[2,3-d]pyrimidin-2-yl)amino)-3-methoxyphenyl)piperazin-1-yl)octyl)adamantane-1-carboxamide C1(CC1)C(=O)NC=1C=C(C=CC1)N1C(C=C(C2=C1N=C(N=C2)NC2=C(C=C(C=C2)N2CCN(CC2)CCCCCCCCNC(=O)C21CC3CC(CC(C2)C3)C1)OC)C)=O